(2R,3R,5S)-2-isopropyl-1,5-dimethyl-3-piperidinol C(C)(C)[C@H]1N(C[C@H](C[C@H]1O)C)C